NCCOCCOCCOC=1C=C2C(C(C(C=3C=CC=C(C1)C32)=O)C3C(NC(CC3)=O)=O)=O 3-(5-(2-(2-(2-aminoethoxy)ethoxy)ethoxy)-1,3-dioxo-2,3-dihydro-1H-phenalen-2-yl)piperidine-2,6-dione